Methyl (2-oxo-2-((S)-1-((quinoline-4-carbonyl)glycyl)pyrrolidine-2-yl)acetyl)glycyl-L-phenylalaninate O=C(C(=O)NCC(=O)N[C@@H](CC1=CC=CC=C1)C(=O)OC)[C@H]1N(CCC1)C(CNC(=O)C1=CC=NC2=CC=CC=C12)=O